ClC1=C(C=CC=C1Cl)N1C2CN(CC1CC2)CC=2C=C1C(N(C(C1=CC2)=O)N2C(NC(CC2)=O)=O)=O 5-((8-(2,3-dichlorophenyl)-3,8-diazabicyclo[3.2.1]octan-3-yl)methyl)-2-(2,4-dioxotetrahydropyrimidin-1(2H)-yl)isoindoline-1,3-dione